Bocsulfamide C(=O)(OC(C)(C)C)NS(=O)(=O)N